CN1C(N([C@H]2[C@H](OC)[C@H](O)[C@@H](CO)O2)C=CC1=O)=O 3,2'-O-dimethyluridine